ClC(C(=O)NCC1N2CCC(C1=O)CC2)(Cl)Cl 2,2,2-trichloro-N-((3-oxoquinuclidin-2-yl)methyl)acetamide